2-(3,4-dimethoxyphenyl)-4-(acetoxy)-5-amino-3(2H)-furanone COC=1C=C(C=CC1OC)C1OC(=C(C1=O)OC(C)=O)N